5-cyclopropyl-3-[2-(trifluoromethoxy)phenyl]-1,2-oxazol C1(CC1)C1=CC(=NO1)C1=C(C=CC=C1)OC(F)(F)F